N-(2-(2-(2-((R)-3-((5-chloro-4-(1H-indol-3-yl)pyrimidin-2-yl)amino)piperidin-1-yl)ethoxy)ethoxy)ethyl)-2-((2-(2,6-dioxopiperidin-3-yl)-1,3-dioxoisoindolin-4-yl)oxy)acetamide ClC=1C(=NC(=NC1)N[C@H]1CN(CCC1)CCOCCOCCNC(COC1=C2C(N(C(C2=CC=C1)=O)C1C(NC(CC1)=O)=O)=O)=O)C1=CNC2=CC=CC=C12